NCC(CN)CCN 2-(aminomethyl)butane-1,4-diamine